C(C)(C)(C)OC(\C=C\C[C@@H]([C@@H](CO[Si](CC)(CC)CC)C)O[Si](CC)(CC)CC)=O (2E,5S,6R)-6-methyl-5,7-bis((triethylsilyl)oxy)hept-2-enoic acid tert-butyl ester